NC1=NC(=C(C(=N1)N)OCCCCOC1=C(C=CC=C1)CCC(=O)NO)CC 3-{2-[4-(2,4-Diamino-6-ethylpyrimidin-5-yloxy)butoxy]phenyl}-N-hydroxypropanamide